N-(5-(6-ethoxypyrazin-2-yl)pyridin-2-yl)-4-(2-(methylsulfonamido)pyrimidin-4-yl)piperidine-4-carboxamide C(C)OC1=CN=CC(=N1)C=1C=CC(=NC1)NC(=O)C1(CCNCC1)C1=NC(=NC=C1)NS(=O)(=O)C